Benzyl (S)-2-(((tert-butyldimethylsilyl)oxy)methyl)azetidine-1-carboxylate [Si](C)(C)(C(C)(C)C)OC[C@H]1N(CC1)C(=O)OCC1=CC=CC=C1